5-bromo-4-iodo-6-(trifluoromethyl)pyridin-2-amine BrC=1C(=CC(=NC1C(F)(F)F)N)I